(S)-1-(3,4,5-trimethoxyphenyl)propan-2-ol COC=1C=C(C=C(C1OC)OC)C[C@H](C)O